6-chloro-N-cyclopropyl-3-methyl-1-(2-trimethylsilylethoxymethyl)-pyrazolo[3,4-d]pyrimidin-4-amine ClC1=NC(=C2C(=N1)N(N=C2C)COCC[Si](C)(C)C)NC2CC2